N-(3-((4-((3,4-dichloro-2-fluorophenyl)amino)-7-methoxyquinazolin-6-yl)oxy)cyclobutyl)ethenesulfonamide ClC=1C(=C(C=CC1Cl)NC1=NC=NC2=CC(=C(C=C12)OC1CC(C1)NS(=O)(=O)C=C)OC)F